4,13-dichloro-8-ethyl-10-[4-({2-[(2-hydroxyethyl)amino]ethyl}amino)phenyl]-6,8,10-triazatricyclo[9.4.0.02,7]pentadeca-1(11),2(7),3,5,12,14-hexaen-9-one ClC1=CC=2C=3C=CC(=CC3N(C(N(C2N=C1)CC)=O)C1=CC=C(C=C1)NCCNCCO)Cl